benzyl ((1-(3-(2-chlorophenyl)-1H-pyrazolo[3,4-b]pyrazin-6-yl)-4-(methoxymethyl)piperidin-4-yl)methyl)carbamate ClC1=C(C=CC=C1)C1=NNC2=NC(=CN=C21)N2CCC(CC2)(COC)CNC(OCC2=CC=CC=C2)=O